N-(4-chloro-2-fluorophenyl)-1H-benzo[g]indole-3-sulfonamide ClC1=CC(=C(C=C1)NS(=O)(=O)C1=CNC2=C3C(=CC=C12)C=CC=C3)F